1,3,5-triazine-2-carbonitrile N1=C(N=CN=C1)C#N